(1R,5S)-3-tert-butoxycarbonyl-3-azabicyclo[3.1.0]hexane-6-carboxylic acid C(C)(C)(C)OC(=O)N1C[C@H]2C([C@H]2C1)C(=O)O